NCC=1C(=NC(=NC1)SC)NC 5-(aminomethyl)-N-methyl-2-(methylsulfanyl)pyrimidin-4-amine